N[C@H](CC(C)C)C(=O)O (D)-leucine